5-nitro-benzotriazole [N+](=O)([O-])C1=CC2=C(NN=N2)C=C1